COC(CC1CCN(CC1)C1=CC=C(C=C1)[C@@H]1[C@@H](CCC2=CC(=CC=C12)O)C1=CC=CC=C1)OC (1S,2R)-1-[4-[4-(2,2-dimethoxyethyl)-1-piperidyl]phenyl]-2-phenyl-tetralin-6-ol